N[C@H](C)C1=CC(=CN2C1=NC1=C(OCC3N1CCCC3)C2=O)F 12-((R)-1-aminoethyl)-10-fluoro-1,2,3,4,4a,5-hexahydro-7H-pyrido[1,2-d]pyrido[1',2':1,2]pyrimido[5,4-b][1,4]oxazin-7-one